NC1=NC2=CC(=CC=C2C=C1Cl)CN(C(=O)C=1C=NC(=CC1)C#N)C1=C(C=C(C=C1)F)S(=O)(=O)C N-[(2-amino-3-chloroquinolin-7-yl)methyl]-6-cyano-N-(4-fluoro-2-methanesulfonylphenyl)pyridine-3-carboxamide